ClC1=NC=2N(C(=C1C1=C(C=C(C=C1F)OC1C[C@@H]3[C@@H](CNC3)C1)F)N[C@H](C(F)(F)F)C)N=CN2 5-Chloro-6-(2,6-difluoro-4-(((3aR,5r,6aS)-octahydrocyclopenta[c]pyrrol-5-yl)oxy)phenyl)-N-((S)-1,1,1-trifluoropropane-2-yl)-[1,2,4]triazolo[1,5-a]pyrimidin-7-amine